1-tetrahydropyran-4-ylethanone O1CCC(CC1)C(C)=O